alpha-cumylperoxy neodecanoate C(CCCCCC(C)(C)C)(=O)OOOC(C)(C)C1=CC=CC=C1